O1C=CC2=C1C=CC(=C2)CN2CCC1(CC2)COC2=C3CN(C(C3=CC=C21)=O)C2C(NC(CC2)=O)=O 3-(1'-(benzofuran-5-ylmethyl)-6-oxo-6,8-dihydro-2H,7H-spiro[furo[2,3-e]isoindole-3,4'-piperidin]-7-yl)piperidine-2,6-dione